ClC1=CC=CC=2N1C(=C(N2)CC)C(=O)O chloro-2-ethylimidazo[1,2-a]pyridine-3-carboxylic acid